C(CCC)OC(=C)C1=CC=CC=C1 α-butoxystyrene